ClC1=CC=C(C=C1)NC([C@H](C)NC(=O)C1=CC=CC2=C1N(C(=N2)C2=C(C(=CC=C2Cl)Cl)Cl)C(C(=O)NC)C2=CC=CC=C2)=O N-((S)-1-((4-chlorophenyl)amino)-1-oxopropan-2-yl)-1-(2-(methylamino)-2-oxo-1-phenylethyl)-2-(2,3,6-trichlorophenyl)-1H-benzo[d]imidazole-7-carboxamide